C(C1=CC(OC)=C(O)C=C1)(=O)O.C=CC Propylene Vanillate